CC1=C(C=C(C=C1)C1=C2C(=NC(=C1C(=O)N)C1=CC=C(C=C1)[N+](=O)[O-])CNC2)C(F)(F)F [4-methyl-3-(trifluoromethyl)phenyl]-2-(4-nitrophenyl)-6,7-dihydro-5H-pyrrolo[3,4-b]pyridine-3-carboxamide